C(C1=CC=CC=C1)(C1=CC=CC=C1)C1=C(C(=CC(=C1)C)C(C1=CC=CC=C1)C1=CC=CC=C1)N1C(N2C(C=CC=C2C2=C(C=C(C=C2C(C)C)C(C)C)C(C)C)=C1)[Cu-]Cl (2-(2,6-dibenzhydryl-4-methylphenyl)-5-(2,4,6-triisopropylphenyl)-2,3-dihydroimidazo[1,5-a]pyridin-3-yl)copper(I) chloride